CN1N=C(C(=C1)C1=CC2=C(C=N1)C(NC2)=O)C 6-(1,3-dimethylpyrazol-4-yl)-2,3-dihydro-1H-pyrrolo[4,3-c]pyridin-3-one